N-(3-(difluoromethyl)-1-methyl-1H-pyrazol-5-yl)-4-methoxybenzamide FC(C1=NN(C(=C1)NC(C1=CC=C(C=C1)OC)=O)C)F